ClC1=CC=C(C=C1)N1N=C(C=C1)C1SCCCS1 1-(4-chlorophenyl)-3-(1,3-dithian-2-yl)-1H-pyrazole